1-(2-(N-methylmethylsulfonamido)benzoyl)indoline-5-sulfonyl chloride CN(S(=O)(=O)C)C1=C(C(=O)N2CCC3=CC(=CC=C23)S(=O)(=O)Cl)C=CC=C1